BrC1=CC(=C2CN(C(C2=C1)=O)C1C(NC(CC1)=O)=O)OCC(=O)NCCCCNC([O-])=O [4-[[2-[6-bromo-2-(2,6-dioxo-3-piperidyl)-1-oxo-isoindolin-4-yl]oxyacetyl]amino]butyl]carbamate